tert-butyl 4-(7,7-difluoro-2-(methylthio)-6,7-dihydro-5H-cyclopenta[d]pyrimidin-4-yl)-3,6-dihydropyridine-1(2H)-carboxylate FC1(CCC2=C1N=C(N=C2C=2CCN(CC2)C(=O)OC(C)(C)C)SC)F